6-Chloro-2-hydroxy-3-(methoxycarbonyl)benzoic acid ClC1=CC=C(C(=C1C(=O)O)O)C(=O)OC